(R)-2-fluoro-4-(1-methyl-1H-1,2,3-triazol-4-yl)-N-(2-(4-(N-methylsulfamoyl)phenyl)thieno[3,2-c]pyridin-4-yl)-N-(piperidin-3-yl)benzamide FC1=C(C(=O)N([C@H]2CNCCC2)C2=NC=CC3=C2C=C(S3)C3=CC=C(C=C3)S(NC)(=O)=O)C=CC(=C1)C=1N=NN(C1)C